7-(4,4-difluoropiperidin-1-yl)-N-(3-(2,6-dioxopiperidin-3-yl)-1-methyl-1H-indazol-7-yl)heptanamide FC1(CCN(CC1)CCCCCCC(=O)NC=1C=CC=C2C(=NN(C12)C)C1C(NC(CC1)=O)=O)F